methyl (S,E)-(7-amino-1-((1-((4-isobutyl-1H-indol-2-yl)methyl)-2-oxo-1,2-dihydropyridin-3-yl)amino)-1,7-dioxohept-5-en-2-yl)carbamate NC(/C=C/CC[C@@H](C(=O)NC=1C(N(C=CC1)CC=1NC2=CC=CC(=C2C1)CC(C)C)=O)NC(OC)=O)=O